C(C)(=O)OCCCN1N=C(C=C1C1=NN(C(=N1)C1=NC(=CC2=C1C=NN2C)C(NCC2=C(C=C(C=C2)OC)OC)=O)C)C 3-{5-[5-(6-{[(2,4-dimethoxyphenyl)methyl]carbamoyl}-1-methyl-1H-pyrazolo[4,3-c]pyridin-4-yl)-1-methyl-1H-1,2,4-triazol-3-yl]-3-methyl-1H-pyrazol-1-yl}propyl acetate